N-(5-(2,2-dimethyl-2,3-dihydro-[1,4]dioxino[2,3-b]pyridin-6-yl)-4-((4-(5-methoxypyridazin-4-yl)-6-(methylsulfonyl)pyridin-2-yl)amino)pyridin-2-yl)acetamide CC1(OC=2C(=NC(=CC2)C=2C(=CC(=NC2)NC(C)=O)NC2=NC(=CC(=C2)C2=CN=NC=C2OC)S(=O)(=O)C)OC1)C